7-chlorobenzyl-guanosine Cl[N+]1=CN([C@]2([C@H](O)[C@H](O)[C@@H](CO)O2)CC2=CC=CC=C2)C=2N=C(NC(C12)=O)N